N(=[N+]=[N-])CC1(COC1)CN=[N+]=[N-] 3,3-diazidomethyloxetane